C(CCC)O[Si](C1=CC=C(C=C1)C=C)(OCCCC)OCCCC tributoxy(4-vinylphenyl)silane